sodium thiazolamide S1C(=NC=C1)C(=O)N.[Na]